COC([C@H](C(C)C1=C(C(=CC=C1F)C)C)NS(=O)(=O)C1=C(C=C(C=C1)Cl)C(COS(=O)(=O)C)C)=O (2S)-2-{4-chloro-2-[1-(methanesulfonyloxy)propan-2-yl]benzenesulfonylamino}-3-(6-fluoro-2,3-dimethylphenyl)butanoic acid methyl ester